1-(3-iodopyrazolo[1,5-a]pyridin-6-yl)cyclobutanamine IC=1C=NN2C1C=CC(=C2)C2(CCC2)N